N1C=CC2=CC(=CC=C12)CNC1=NC2=C(N1C(CC(CC(C)(C)C)C)=O)C=CC=C2 1-(2-(((1H-indol-5-yl)methyl)amino)-1H-benzo[d]imidazol-1-yl)-3,5,5-trimethylhexan-1-one